C(=O)[Cr-] O-chromaformat